C(C)(C)C1=C(C=CC=C1)C1=NC=C2N(C(N(C2=N1)CC1=CC=C(C=C1)NC)=O)C 2-(2-isopropylphenyl)-7-methyl-9-(4-(methylamino)benzyl)-7,9-dihydro-8H-purin-8-one